methyl alpha-hydroxydecanoate OC(C(=O)OC)CCCCCCCC